FC1=CC=C(C=C1)C=C(CS(=O)(=O)C1=CC=C(C)C=C1)S(=O)(=O)C1=CC=C(C)C=C1 3-p-fluorophenyl-1,2-di-p-toluenesulfonyl-2-propene